ClC=1C=C2C(=NC(=NC2=C(C1C1=CC=CC2=C1N=C(S2)N)F)OC[C@H]2N(C[C@@H](C2)F)C)N2CCNCC(C2)(F)F 4-(6-chloro-4-(6,6-difluoro-1,4-diazepan-1-yl)-8-fluoro-2-(((2S,4R)-4-fluoro-1-methylpyrrolidin-2-yl)meth-oxy)quinazolin-7-yl)benzo-[d]thiazol-2-amine